C(C1=CC=CC=C1)S(=O)C1=NC=C(C(=C1)OC=1C(=NC(=NC1)N)N)C(C)C 5-((2-(benzylsulfinyl)-5-isopropylpyridin-4-yl)oxy)pyrimidine-2,4-diamine